C1(CC1)C=1C=C(C=2N(C1)C=C(N2)CNC2=CC(=NC=N2)NC(=O)[C@@H]2[C@H](C2)C=2SC=C(N2)C)N2C(N(C(C2)=O)C)=O (1S,2S)-N-(6-(((6-cyclopropyl-8-(3-methyl-2,4-dioxoimidazolidin-1-yl)imidazo[1,2-a]pyridin-2-yl)methyl)amino)pyrimidin-4-yl)-2-(4-methylthiazol-2-yl)cyclopropane-1-carboxamide